BrC=1C=C(C(=NC1)C(C)NC(C1=C(N=CC=C1I)F)=O)Cl N-[1-(5-bromo-3-chloropyridine-2-yl)ethyl]-2-fluoro-4-iodonicotinamide